(1-(3,4-Dimethoxybenzyl)-1H-1,2,3-triazol-4-yl)cinnamic acid methyl ester COC(C(=CC1=CC=CC=C1)C=1N=NN(C1)CC1=CC(=C(C=C1)OC)OC)=O